4-(2-naphthyl)-phenol C1=C(C=CC2=CC=CC=C12)C1=CC=C(C=C1)O